FC1=CC=C(C=C1)CC1=CC=C2C(CN(C2=C1)C(CN1[C@H](CN[C@@H](C1)C)CN1[C@@H](COCC1)C)=O)(C(=O)N)C 6-[(4-fluorophenyl)methyl]-3-methyl-1-[2-[(2R,5R)-5-methyl-2-[[(3R)-3-methylmorpholin-4-yl]methyl]piperazin-1-yl]acetyl]indoline-3-carboxamide